2-[4-(4-fluorophenoxy)-2-(trifluoromethyl)phenyl]-1-(1,2,4-triazol-1-yl)propan-2-ol FC1=CC=C(OC2=CC(=C(C=C2)C(CN2N=CN=C2)(C)O)C(F)(F)F)C=C1